FC1=C(C(=O)N([C@H]2CNCCC2)C=2C=C3C(=CN2)N(C=C3)C)C=CC(=C1)C=1C=NC=CC1 (R)-2-fluoro-N-(1-methyl-1H-pyrrolo[2,3-c]pyridin-5-yl)-N-(piperidin-3-yl)-4-(pyridin-3-yl)benzamide